C1(CCCCC1)[C@@H](C(=O)NC=1C=C2CC(CC2=CC1)(C(NC)=O)N1C(N[C@@H](C1)C(C)C)=O)NC(=O)C1=CC=NN1C(C)C N-((1S)-1-cyclohexyl-2-((2-((R)-4-isopropyl-2-oxoimidazolidin-1-yl)-2-(methylcarbamoyl)-2,3-dihydro-1H-inden-5-yl)amino)-2-oxoethyl)-1-isopropyl-1H-pyrazole-5-carboxamide